FC=1C=C(C=CC1)C1=NOC(C1)(C(=O)N[C@@H]1C[C@@](OC1)(C(=O)OC)OC)C methyl (2R,4R)-4-[[3-(3-fluorophenyl)-5-methyl-4H-isoxazole-5-carbonyl]amino]-2-methoxytetrahydrofuran-2-carboxylate